[N+](=O)([O-])C=1C=C(C=C(C1)CO)CO 5-nitro-m-xylene-α,α'-diol